3,4-dihydro-1,2,3-oxathiazin-4-one O1SNC(C=C1)=O